N-((1S,3S)-3-(4-(4-(3-cyano-4-methoxypyrazolo[1,5-a]pyridin-6-yl)-1H-pyrazol-1-yl)piperidine-1-carbonyl)cyclopentyl)acryl-amide C(#N)C=1C=NN2C1C(=CC(=C2)C=2C=NN(C2)C2CCN(CC2)C(=O)[C@@H]2C[C@H](CC2)NC(C=C)=O)OC